2-(3-methylpyrazin-2-yl)pyrazolo[1,5-a]pyrimidin-7(4H)-one CC=1C(=NC=CN1)C1=NN2C(NC=CC2=O)=C1